1-phenyl-sulfonyl-1H-indol-3-ylmethyl-2-methylpropane-2-sulfinamide C1(=CC=CC=C1)S(=O)(=O)N1C=C(C2=CC=CC=C12)CCC(C)(S(=O)N)C